2-(4-((1S,3R)-3-((S)-3-oxo-5-(pyrazin-2-yl)-6,7-dihydro-3H-pyrrolo[2,1-c][1,2,4]triazol-2(5H)-yl)cyclobutoxy)phenyl)acetonitrile O=C1N2C(=NN1C1CC(C1)OC1=CC=C(C=C1)CC#N)CC[C@H]2C2=NC=CN=C2